prop-2-enoic Acid C(C=C)(=O)O